N=1N2C(=CC1)CC1(C2)CC1 4'H,6'H-spiro[cyclopropane-1,5'-pyrrolo[1,2-b]pyrazol]